OC(C)CC(CC)OC1=C(C=CC=C1)C1=CC=C(C=C1)C1=CC=CC=C1 2-(2-hydroxy-4-hexyloxy)phenyl-4,6-biphenyl